C(C)N1N=CC(=C1C=1C(=NC(=CC1)NC)F)C(=O)N[C@@H]1C(NC2=C(C(=N1)C1=CC=CC=C1)C=CC=C2)=O 1-ethyl-5-[2-fluoro-6-(methylamino)pyridin-3-yl]-N-[(3S)-2-oxo-5-phenyl-1,3-dihydro-1,4-benzodiazepine-3-yl]Pyrazole-4-carboxamide